propyl-(benzyl)dipropoxysilane C(CC)[Si](OCCC)(OCCC)CC1=CC=CC=C1